2-(1-methyl-pyrrolidin-2-yl)acetamide CN1C(CCC1)CC(=O)N